4-chloro-2-(difluoromethyl)-3-fluoropyridine ClC1=C(C(=NC=C1)C(F)F)F